CN(S(=O)(=O)C1=CC=C(C=C1)NC=1N=CC2=C(N1)N=C(C=C2C#C[Si](C(C)C)(C(C)C)C(C)C)N2C(NCC21CCCC1)=O)C N,N-dimethyl-4-[(7-{2-oxo-1,3-diazaspiro[4.4]nonan-1-yl}-5-[2-(triisopropylsilyl)ethynyl]pyrido[2,3-d]pyrimidin-2-yl)amino]benzenesulfonamide